C(C)(C)N(C1=NC=C(C=N1)C1=C2C=C(C(=CC2=CC2=C1C(OC2)=O)OC)OC)C 9-(2-(isopropyl(methyl)amino)pyrimidin-5-yl)-6,7-dimethoxynaphtho[2,3-c]furan-1(3H)-one